2-(3-(2,2-diethoxyethoxy)isoxazol-5-yl)-3-methylbutyric acid C(C)OC(COC1=NOC(=C1)C(C(=O)O)C(C)C)OCC